Bis[2-(dicyclohexylphosphino)ethyl]amine C1(CCCCC1)P(CCNCCP(C1CCCCC1)C1CCCCC1)C1CCCCC1